OC1=C(C(=CC(=C1)OC)OC)C(C)=O 2'-hydroxy-4',6'-dimethoxyacetophenone